FC=1C=C(C=C(C1C=O)[N+](=O)[O-])CN(C(=O)C=1C=NC(=NC1)C)C=1C(=NC=CC1)S(=O)(=O)C N-[(3-fluoro-4-formyl-5-nitrophenyl)methyl]-N-(2-methanesulfonylpyridin-3-yl)-2-methylpyrimidine-5-carboxamide